C[Si](C#CCCCO)(C)C 5-trimethylsilyl-pent-4-yn-1-ol